N1(N=CC=C1)C1CCC(CC1)NC1=NC=C(C(=N1)C=1C=NN(C1CC1CC1)C)Cl N-((1r,4r)-4-(1H-pyrazol-1-yl)cyclohexyl)-5-chloro-4-(5-(cyclopropylmethyl)-1-methyl-1H-pyrazol-4-yl)pyrimidin-2-amine